(3R)-4-(7-(3,5-dimethylisoxazol-4-yl)-3-(1-(tetrahydro-2H-pyran-2-yl)-1H-pyrazol-5-yl)isothiazolo[4,5-b]pyridin-5-yl)-3-methylmorpholine CC1=NOC(=C1C1=C2C(=NC(=C1)N1[C@@H](COCC1)C)C(=NS2)C2=CC=NN2C2OCCCC2)C